azacyclohexadecino[3,2-e]indole-16-carboxylic acid C1=CNC=2C=CC3=C(C12)C=CC=C(C=CC=CC=CC=CC=N3)C(=O)O